1-methyl-7-methylsulfanyl-3-[1-(2,2,2-trifluoroacetyl)-8-(trifluoromethyl)-3,4-dihydro-2H-quinolin-4-yl]-4H-pyrimido[4,5-d]pyrimidin-2-one CN1C(N(CC=2C1=NC(=NC2)SC)C2CCN(C1=C(C=CC=C21)C(F)(F)F)C(C(F)(F)F)=O)=O